N-[5-chloro-4-[[(7-oxo-5-propyl-4H-[1,2,4]triazolo[1,5-a]pyrimidin-2-yl)amino]methyl]-2-pyridinyl]isoxazole-3-carboxylic acid amide ClC=1C(=CC(=NC1)NC(=O)C1=NOC=C1)CNC1=NN2C(NC(=CC2=O)CCC)=N1